isopropylidenebis(2,6-di-t-butylphenol) C(C)(C)(C=1C(=C(C(=CC1)C(C)(C)C)O)C(C)(C)C)C=1C(=C(C(=CC1)C(C)(C)C)O)C(C)(C)C